1-(2-oxo-tetrahydrofuran-3-yl)urea O=C1OCCC1NC(=O)N